5-(2-Chloro-3-fluoro-phenyl)-N-methyl-1,1-dioxo-4H-thieno[3,2-e][1,2,4]thiadiazin-3-amine ClC1=C(C=CC=C1F)C1=CSC2=C1NC(=NS2(=O)=O)NC